OC1=C(C=CC=C1)O 1,2-Dihydroxy-benzol